CC=1C(=NN2C1CNCCC2)S(=O)(=O)N methyl-5,6,7,8-tetrahydro-4H-pyrazolo[1,5-a][1,4]diazepine-2-sulfonamide